1-[2-(3-methylsulfonylazetidin-1-yl)ethyl]-4-[5-methyl-1-[4-(trifluoromethyl)phenyl]pyrazol-3-yl]piperazine CS(=O)(=O)C1CN(C1)CCN1CCN(CC1)C1=NN(C(=C1)C)C1=CC=C(C=C1)C(F)(F)F